COC(C1=CC(=C(C=C1)F)S(=O)(=O)Cl)=O 3-(chlorosulfonyl)-4-fluorobenzoic acid methyl ester